(5R,7R)-5-(2-chlorophenyl)-7-fluoro-6,7-dihydro-5H-pyrrolo[1,2-b][1,2,4]triazole-2-thiol ClC1=C(C=CC=C1)[C@H]1C[C@H](C=2N1N=C(N2)S)F